2-methylimidazo[1,2-a]pyrazine-6-carboxamide HCl salt Cl.CC=1N=C2N(C=C(N=C2)C(=O)N)C1